N1N=CC2=CC=C(C=C12)C=1C2=C(NN1)C1=C(C2)SC(=C1)C=1C=NC(=CC1)OC 3-(1H-indazol-6-yl)-6-(6-methoxypyridin-3-yl)-1,4-dihydrothieno[2',3':4,5]cyclopenta[1,2-c]pyrazole